2-(6-(2-fluorophenyl)-1,1-dioxido-1,2,6-thiadiazinan-2-yl)-N-(5-hydroxyadamantan-2-yl)acetamide FC1=C(C=CC=C1)N1CCCN(S1(=O)=O)CC(=O)NC1C2CC3CC(CC1C3)(C2)O